N-(5-(2-(((1r,4r)-4-(dimethylamino)cyclohexyl)amino)-8-isopropyl-7-oxo-7,8-dihydropyrido[2,3-d]pyrimidin-6-yl)-3-fluoropyridin-2-yl)-1-(2-fluorophenyl)methanesulfonamide CN(C1CCC(CC1)NC=1N=CC2=C(N1)N(C(C(=C2)C=2C=C(C(=NC2)NS(=O)(=O)CC2=C(C=CC=C2)F)F)=O)C(C)C)C